6-{4-Fluoro-2-[methyl(piperidin-4-yl)amino]-1,3-benzothiazol-6-yl}-2-methylimidazo[1,2-b]pyridazin-8-carbonitril FC1=CC(=CC2=C1N=C(S2)N(C2CCNCC2)C)C=2C=C(C=1N(N2)C=C(N1)C)C#N